SC=1C(=C(C(=O)O)C=CC1C(=O)O)S dimercaptoterephthalic acid